C(C)C1=CC(=NS1)C(=O)N[C@H]1C[C@@H](N(CC1)C(=O)OC(C)(C)C)C tert-butyl (2S,4R)-4-(5-ethyl-1,2-thiazole-3-carboxamido)-2-methylpiperidine-1-carboxylate